[OH-].CN1C(=[N+](C(=C1C)C)C)C 1,2,3,4,5-pentamethylimidazolium hydroxide